ethyl (R)-3-(4-(2-(2-fluoro-5-((4,6,7-trifluoro-1H-indol-5-yl)thio)phenyl)-1H-imidazol-4-yl)-4-methylchroman-8-yl)propanoate FC1=C(C=C(C=C1)SC=1C(=C2C=CNC2=C(C1F)F)F)C=1NC=C(N1)[C@@]1(CCOC2=C(C=CC=C12)CCC(=O)OCC)C